C1=CC(=C(C=C1Cl)Cl)CO[C@H](CN2C=CN=C2)C3=C(C=C(C=C3)Cl)Cl.[N+](=O)(O)[O-] The molecule is an organic nitrate salt prepared from equimolar amounts of (S)-miconazole and nitric acid. It contains a (S)-miconazole. It is an enantiomer of a (R)-miconazole nitrate.